FC(C=1SC=CN1)F 2-(difluoromethyl)thiazole